C[Al](CCCCCCCCC=C)C dimethyl-(dec-9-en-1-yl)aluminum